1-(4-isopropoxy-3-nitrophenyl)-2-(piperazin-1-yl)ethan-1-one hydrochloride Cl.C(C)(C)OC1=C(C=C(C=C1)C(CN1CCNCC1)=O)[N+](=O)[O-]